S(=O)(=O)(O)C1C(=O)N(C(C1)=O)C(C(=O)[O-])(CCCCCC(=O)[O-])N1C(C(CC1=O)S(=O)(=O)O)=O bis(sulfosuccinimidyl)-suberate